N-(3-(1H-1,2,3-triazol-1-yl)phenyl)-4-(5-(1H-pyrazolo[3,4-b]pyridin-4-yl)pyridin-3-yl)-N-methylbenzamide N1(N=NC=C1)C=1C=C(C=CC1)N(C(C1=CC=C(C=C1)C=1C=NC=C(C1)C1=C2C(=NC=C1)NN=C2)=O)C